3-amino-5-chloro-1-isopropyl-1H-pyrazolo[4,3-b]pyridine-7-carbaldehyde NC1=NN(C=2C1=NC(=CC2C=O)Cl)C(C)C